C(CCCCCCCCCCCCCCCC)#N Heptadecanenitrile